2-(4-chlorophenoxy)acetamide ClC1=CC=C(OCC(=O)N)C=C1